Cl.Cl.[C@H]12CN(C[C@H](CNC1)O2)C(=O)C2=C(C=C(C=C2)NC=2C=1N(C=CN2)C(=CN1)C1=C(C(=C(C=C1)OC)F)F)C ((1R,5S)-9-oxa-3,7-diazabicyclo[3.3.1]nonan-3-yl)(4-((3-(2,3-difluoro-4-methoxyphenyl)imidazo[1,2-a]pyrazin-8-yl)amino)-2-methylphenyl)methanone dihydrochloride